C(C)(=O)C1=CC=C(S1)C1=CC(=C2C=CC=NC2=C1)C1(CC1)NC(C1=C(C=CC(=C1)OC[C@H]1N(CC1)C)C)=O (S)-N-(1-(7-(5-Acetylthiophen-2-yl)quinolin-5-yl)cyclopropyl)-2-methyl-5-((1-methylazetidin-2-yl)methoxy)benzamide